Methyl 4-(N-(3-chloro-5-(trifluoromethyl)phenyl)sulfamoyl)-2,5-dimethyl-1H-pyrrole-3-carboxylate ClC=1C=C(C=C(C1)C(F)(F)F)NS(=O)(=O)C=1C(=C(NC1C)C)C(=O)OC